(S)-4-(8-amino-3-(4-(but-2-ynyl)-4-azaspiro[2.4]heptan-5-yl)imidazo[1,5-a]pyrazin-1-yl)-3-fluoro-N-(4-(4-fluorophenyl)pyridin-2-yl)benzamide NC=1C=2N(C=CN1)C(=NC2C2=C(C=C(C(=O)NC1=NC=CC(=C1)C1=CC=C(C=C1)F)C=C2)F)[C@H]2N(C1(CC1)CC2)CC#CC